FC1=CC=C(C=C1)CN1C(C(=NC(=C1)Br)Br)=O 1-((4-fluorophenyl)methyl)-3,5-dibromopyrazin-2(1H)-one